dehydroadamantane C1C2CC3CC1CC(=C3)C2